O=C1N(C(C2=CC(=CC=C12)C(=O)O)=O)C=1C=C2CCC2=CC1 2,3-dihydro-1,3-dioxo-2-(bicyclo[4.2.0]oct-1,3,5-trien-3-yl)-1H-isoindole-5-carboxylic acid